C(CCC)C(C(=O)OCCCCCCC(=O)OCC(COC(CCC(CCCCCC)OC(NCCN1CCCC1)=O)=O)(COC(CCC(OCCCCCCCC)OCCCCCCCC)=O)COC(CCC(OCCCCCCCC)OCCCCCCCC)=O)CCCCCC [7-[2,2-bis(4,4-dioctoxybutanoyloxymethyl)-3-[4-(2-pyrrolidin-1-ylethylcarbamoyloxy) decanoyloxy]propoxy]-7-oxo-heptyl] 2-butyloctanoate